C1(=CC=CC=C1)C1(CCCCC1)C(=O)C1CCCCC1 trans-phenyl-dicyclohexyl-formaldehyde